hexadecahydro-4,14-dimethyl-1H-as-indaceno[3,2-d]oxacyclododecine-7,15-dione CC1CC2C(=C3CCCC13)CC1C2CC(OCCCCCC(C1=O)C)=O